FC=1C=NN(C1C(=O)N(C)OC)[C@H](C)C1=CC=CC=C1 (R)-4-fluoro-N-methoxy-N-methyl-1-(1-phenylethyl)-1H-pyrazole-5-carboxamide